ClC1=CC=C2C(=NC(N(C2=C1)C=1C=CC2=C(N(C=N2)C)C1)=O)NC 7-chloro-1-(1-methyl-1H-benzo[d]imidazol-6-yl)-4-(methylamino)quinazolin-2(1H)-one